C(CCCCC)OC=C(C)C1=CC=C(C=C1)C 1-(1-(hexyloxy)prop-1-en-2-yl)-4-methylbenzene